1-(4-Acetylpiperazin-1-yl)-2-(2-((3R,4R)-3-amino-4-fluoropiperidin-1-yl)-5,6-difluoro-1H-benzo[d]imidazol-1-yl)ethan-1-on C(C)(=O)N1CCN(CC1)C(CN1C(=NC2=C1C=C(C(=C2)F)F)N2C[C@H]([C@@H](CC2)F)N)=O